(5-methoxypyrido[3,4-b]pyrazin-8-yl)-N-methyl-ethylamine COC1=NC=C(C=2C1=NC=CN2)N(C)CC